[2-({N-[7-bromo-2-(1-methyl-1H-pyrazol-4-yl)[1,2,4]triazolo[1,5-c]quinazolin-5-yl]-D-alanyl}amino)ethyl]methylcarbamic acid tert-butyl ester C(C)(C)(C)OC(N(C)CCNC([C@H](NC1=NC=2C(=CC=CC2C=2N1N=C(N2)C=2C=NN(C2)C)Br)C)=O)=O